titanium-niobium-iron [Fe].[Nb].[Ti]